2-amino-N-ethyl-2-(1-methylcyclobutyl)acetamide NC(C(=O)NCC)C1(CCC1)C